5-isopropyl-1-(4-vinylbenzyl)-1H-1,2,4-triazole C(C)(C)C1=NC=NN1CC1=CC=C(C=C1)C=C